dimethyl-decaneamide CC(C(=O)N)(CCCCCCCC)C